C(C)(C)(C)OC(=O)N1C[C@H](CC1)OC=1C=NC(=CC1)[C@H]1N([C@@H](CC2=C3C(=CC=C12)N(C(O3)=O)C(C3=CC=CC=C3)(C3=CC=CC=C3)C3=CC=CC=C3)C)CC(F)(F)F (S)-3-((6-((6S,8R)-8-methyl-2-oxo-7-(2,2,2-trifluoroethyl)-3-trityl-2,3,6,7,8,9-hexahydrooxazolo[5,4-f]isoquinolin-6-yl)pyridin-3-yl)oxy)pyrrolidine-1-carboxylic acid tert-butyl ester